BrC=1C(=C(C(=O)O)C=CC1Cl)C 3-bromo-4-chloro-2-methylbenzoic acid